NC1=NC=2C=C(C(=CC2C2=C1[C@H](OC2)C)C(=O)N(C2CCC1=CC(=CC=C21)C(F)(F)F)C=2C=NN(C2)C)F (3R)-4-amino-7-fluoro-3-methyl-N-(1-methyl-1H-pyrazol-4-yl)-N-(5-(trifluoromethyl)-2,3-dihydro-1H-inden-1-yl)-1,3-dihydrofuro[3,4-c]quinolin-8-carboxamide